C(C)(C)(C)OC(=O)NC1=CC=C(C=N1)C=1SC=CN1 2-(6-((tert-butoxycarbonyl)amino)pyridine-3-yl)thiazole